(R)-4,7-dibromo-2-(1,2,3,4-tetrahydronaphthalene-1-yl)isoindoline-1,3-dione BrC1=C2C(N(C(C2=C(C=C1)Br)=O)[C@@H]1CCCC2=CC=CC=C12)=O